ClC=1C(=C(C=C(C1OCC(C)O)C)C=1C(CCNN1)C)F 6-[3-chloro-2-fluoro-4-(2-hydroxypropoxy)-5-methylphenyl]-5-methyl-4,5-dihydro-2H-pyridazine